(2S)-2-ethylbutyl 2-(((((2R,3S,4R,5S)-5-(4-aminopyrrolo[2,1-f][1,2,4]triazin-7-yl)-2-cyano-3,4-dihydroxytetrahydrofuran-2-yl)methoxy)(phenoxy)phosphoryl)amino)butanoate NC1=NC=NN2C1=CC=C2[C@H]2[C@@H]([C@@H]([C@@](O2)(C#N)COP(=O)(OC2=CC=CC=C2)N[C@H](C(=O)OCC(CC)CC)CC)O)O